C1(CCCCC1)C1CC(C=2C(C3=CC=CC(=C3NC2C1)C)=O)=O 3-cyclohexyl-5-methyl-3,4-dihydroacridine-1,9(2H,10H)-dione